CN1C(C(=CC2=C1N=C(N=C2)NCCCN2CCN(CC2)C)OC2=CC=CC=C2)=O 8-methyl-2-{[3-(4-methylpiperazin-1-yl)propyl]amino}-6-phenoxypyrido[2,3-d]pyrimidin-7(8H)-one